3-(4-Bromophenyl)-5-(2-fluoro-6-methoxyphenyl)-1H-pyrazolo[4,3-c]pyridazin-6(5H)-one BrC1=CC=C(C=C1)C1=NNC=2C1=NN(C(C2)=O)C2=C(C=CC=C2OC)F